O(C)C1=CC=C(CO)C=C1 para-methoxyl-benzyl alcohol